NC(=C(C(=C(SC1=C(C=CC=C1)N)N)C#N)C#N)SC1=C(C=CC=C1)N 1,4-diamino-2,3-dicyano-1,4-bis(2-aminophenylsulfanyl)butadiene